(S)-1-(1-(5,7-difluoro-3-methylbenzo[b]thiophene-2-yl)-2,2,2-trifluoroethyl)-3-(1-(2-hydroxyethyl)-1H-pyrrolo[2,3-b]pyridin-5-yl)urea FC1=CC2=C(SC(=C2C)[C@H](C(F)(F)F)NC(=O)NC=2C=C3C(=NC2)N(C=C3)CCO)C(=C1)F